(4-hydroxy-3,5-di-tert-butylphenyl)-propionate OC1=C(C=C(C=C1C(C)(C)C)OC(CC)=O)C(C)(C)C